(S)-quinuclidin-3-yl (6-(3-fluorophenyl)chroman-4-yl)carbamate FC=1C=C(C=CC1)C=1C=C2C(CCOC2=CC1)NC(O[C@@H]1CN2CCC1CC2)=O